C1NCC12COC(OC2)CCN(C2=NC=C(C#N)C=C2)CC2=C(C(=C(C=C2)F)F)F 6-((2-(6,8-dioxa-2-azaspiro[3.5]nonan-7-yl)ethyl)(2,3,4-trifluorobenzyl)amino)nicotinonitrile